C(C)OC(C[C@@H](C=1C=C(C=CC1)C1=C(C=C(C=C1)OC)OC)N)=O (S)-3-amino-3-(2',4'-dimethoxybiphenyl-3-yl)propionic acid ethyl ester